C(CC)S(=O)(=O)N1CC2=C(CC1)SC(=C2)C2=NOC(=N2)C(F)(F)F 3-(5-(propylsulfonyl)-4,5,6,7-tetrahydrothieno[3,2-c]pyridin-2-yl)-5-(trifluoromethyl)-1,2,4-oxadiazole